di-benzyl sulfide C(C1=CC=CC=C1)SCC1=CC=CC=C1